N-(3-bromobenzyl)-2-(9H-carbazol-2-yl)acetamide BrC=1C=C(CNC(CC2=CC=3NC4=CC=CC=C4C3C=C2)=O)C=CC1